N1(CCCC=C1)C(=O)[O-] dihydropyridine-1(2H)-carboxylate